octanamide dimaleate C(\C=C/C(=O)O)(=O)O.C(\C=C/C(=O)O)(=O)O.C(CCCCCCC)(=O)N